FC1=C(NC=2C3=C(N=CN2)C=CC(=N3)N3[C@@H]2CN([C@H](C3)C2)C(C=C)=O)C=CC(=C1F)OCC1(CC1)F 1-[(1S,4S)-5-[4-[2,3-difluoro-4-[(1-fluorocyclopropyl)methoxy]anilino]pyrido[3,2-d]pyrimidin-6-yl]-2,5-diazabicyclo[2.2.1]heptan-2-yl]prop-2-en-1-one